N1(CCC1)C=1C=C2C(=CC=NC2=CC1)NC=1C=NC(=CC1)C1=NC=2C(=NC=C(C2)NC2=CC(=NC=C2)C)N1 6-(azetidin-1-yl)-N-(6-(6-((2-methylpyridin-4-yl)amino)-3H-imidazo[4,5-b]pyridin-2-yl)pyridin-3-yl)quinolin-4-amine